FC=1C=C(C=C(C1C)F)C=1N=NN(C1)[C@@H]1[C@H]([C@@H](O[C@H]2[C@@H]1OC(OC2)(C)C)C(=O)O)O (4aR,6R,7R,8R,8aR)-8-(4-(3,5-difluoro-4-methylphenyl)-1H-1,2,3-triazol-1-yl)-7-hydroxy-2,2-dimethylhexahydropyrano[3,2-d][1,3]dioxine-6-carboxylic acid